ClC1=CC(=CS1)NC(=O)NC(C(=O)OCC1=CC=CC=C1)(CC)CC benzyl 2-{[(5-chlorothien-3-yl) carbamoyl] amino}-2-ethylbutyrate